2-[4-(4-methanesulfonylphenyl)-6-(4-hydroxypiperidin-1-yl)pyrimidin-2-ylamino]-4-methylthiazole-5-carboxylic acid ethyl ester C(C)OC(=O)C1=C(N=C(S1)NC1=NC(=CC(=N1)C1=CC=C(C=C1)S(=O)(=O)C)N1CCC(CC1)O)C